CO[Si]([Si]([Si](OC)(OC)OC)(OC)OC)(OC)OC octamethoxy-trisilane